C(C)(C)(C)OC(=O)N1CCC(CC1)C1=C(C=CC=C1)COS(=O)(=O)C1=CC=C(C)C=C1 4-[2-(toluene-4-sulfonyloxymethyl)phenyl]piperidine-1-carboxylic acid tert-butyl ester